tert-butyl (R)-2-((tert-butoxycarbonyl)amino)-3-(4-((2-ethoxy-2-oxoethyl) amino)phenyl)propanoate C(C)(C)(C)OC(=O)N[C@@H](C(=O)OC(C)(C)C)CC1=CC=C(C=C1)NCC(=O)OCC